ClC1=C(C=CC=C1)N1N=C(C=C1C1=CC=C2C=NN(C2=C1)C)COC(C(=O)OC)(C)C Methyl 2-([1-(2-chlorophenyl)-5-(1-methyl-1H-indazol-6-yl)-1H-pyrazol-3-yl]methoxy)-2-methylpropanoate